FC1CCN(CC1)C1=NC(=CC(=C1)C1=NN=C(O1)C1=C(C=C(C=C1)NS(=O)(=O)CCO)N1CCC2(CC2)CC1)C N-(4-(5-(2-(4-fluoropiperidin-1-yl)-6-methylpyridin-4-yl)-1,3,4-oxadiazol-2-yl)-3-(6-azaspiro[2.5]oct-6-yl)phenyl)-2-hydroxyethanesulfonamide